hydrogenperoxid OO